Phenylmethyl-benzylacetat C1(=CC=CC=C1)COC(CCC1=CC=CC=C1)=O